FC1=C(C(=C(C(=C1[B-](C1=C(C(=C(C(=C1F)F)F)F)F)(C1=C(C(=C(C(=C1F)F)F)F)F)C1=C(C(=C(C(=C1F)F)F)F)F)F)F)F)F.C(CCCCCCCCC)[NH+](C)C decyldimethylammonium tetrakis(pentafluorophenyl)borate